C(C)(=O)N=C=S acetyl Isothiocyanate